3-((12-(pyridin-3-yl)dodecyl)oxy)propyl hydrogen ((((R)-1-(6-amino-9H-purin-9-yl)propan-2-yl)oxy)methyl)phosphonate NC1=C2N=CN(C2=NC=N1)C[C@@H](C)OCP(OCCCOCCCCCCCCCCCCC=1C=NC=CC1)(O)=O